8-methylisoquinolin-benzamide CC=1C=CC=C2C=CN=C(C12)C1=CC=CC=C1C(=O)N